C(C)N1[C@@H](CCC1)C(=O)OC methyl ethyl-L-prolinate